C1=CC=CC=2[C@@]34CCCC[C@H]3[C@@H](CC12)NCC4 (+)-morphinane